FC(C1=NN=C(O1)C1=CC=2N(C=C1)C=C(N2)CN(S(=O)(=O)C2CCN(CC2)C2=NC=CC=N2)C2=CC=CC=C2)F N-((7-(5-(difluoromethyl)-1,3,4-oxadiazol-2-yl)imidazo[1,2-a]pyridin-2-yl)methyl)-N-phenyl-1-(pyrimidin-2-yl)piperidine-4-sulfonamide